CC1=CC=C(C=C1)S(=O)(=O)O.C(C1=CC=CC=C1)OC(=O)[C@H]1N[C@H]2CCCC[C@H]2C1 (2S,3aS,7aS)-octahydroindole-2-carboxylic acid benzyl ester p-toluenesulfonate